[Cl-].[SH3+] sulfonium chloride salt